(2S)-2-[[5-(5-tert-butyl-1,3,4-oxadiazol-2-yl)-2-[(1,1-dioxo-2H-thiochromen-6-yl)amino]pyrimidin-4-yl]amino]-2-phenyl-ethanol C(C)(C)(C)C1=NN=C(O1)C=1C(=NC(=NC1)NC=1C=C2C=CCS(C2=CC1)(=O)=O)N[C@H](CO)C1=CC=CC=C1